{2-[3-(1-acetylpiperidin-4-yl)-5'-fluoro-1'-methyl-[4,6'-biindazol]-1-yl]acetamido}acetic acid C(C)(=O)N1CCC(CC1)C1=NN(C=2C=CC=C(C12)C1=C(C=C2C=NN(C2=C1)C)F)CC(=O)NCC(=O)O